5,6-Dichloro-1-(4-(5-(difluoromethyl)-1,3,4-oxadiazol-2-yl)benzyl)-3-(piperidin-4-yl)-1,3-dihydro-2H-benzo[d]imidazol-2-one ClC1=CC2=C(N(C(N2C2CCNCC2)=O)CC2=CC=C(C=C2)C=2OC(=NN2)C(F)F)C=C1Cl